C(#N)C=1C=CC=C2C=C(NC12)C(=O)O 7-cyano-1H-indole-2-carboxylic acid